FC=1C=CC(=NC1)N1CCN(CCC1)C(=O)OC(C)(C)C tert-butyl 4-(5-fluoropyridin-2-yl)-1,4-diazacycloheptane-1-carboxylate